(5-(1-(4-chlorobenzyl)-1,2,5,6-tetrahydropyridin-4-yl)-3-benzyloxy-pyridine-2-carbonyl)glycine methyl ester COC(CNC(=O)C1=NC=C(C=C1OCC1=CC=CC=C1)C1=CCN(CC1)CC1=CC=C(C=C1)Cl)=O